1-(tert-butoxycarbonyl)-2-(7-formyl-3-ethylsulfonyl-quinolin-2-yl)-3-chloro-6-trifluoromethyl-1H-pyrrolo[3,2-b]pyridine C(C)(C)(C)OC(=O)N1C(=C(C2=NC=C(C=C21)C(F)(F)F)Cl)C2=NC1=CC(=CC=C1C=C2S(=O)(=O)CC)C=O